bis(cyclopentadienyl)diphenyl-hafnium C1(C=CC=C1)[Hf](C1=CC=CC=C1)(C1=CC=CC=C1)C1C=CC=C1